C1(=CC=CC=C1)C(C(C1=CC=CC=C1)=O)OS(=O)(=O)C1=CC=C(C=C1)C 1-phenyl-1-(4-methylphenyl)sulfonyloxy-1-benzoylmethane